lithium 1-((2,2-difluorocyclopropyl)methyl)-1H-1,2,4-triazole-5-carboxylate FC1(C(C1)CN1N=CN=C1C(=O)[O-])F.[Li+]